FC1=C(C=CC=C1)C=1CCCC2=C(C1C1=CC=C(C=C1)CC1CN(C1)CCCF)C=CC=C2 8-(2-Fluorophenyl)-9-(4-((1-(3-fluoropropyl)azetidin-3-yl)methyl)phenyl)-6,7-dihydro-5H-benzo[7]annulen